C[Si](O[Si](O[Si](C)(C)C)(C)CCCNCCCC)(C)C N-(3-(1,1,1,3,5,5,5-heptamethyltrisiloxan-3-yl)propyl)butan-1-amine